C1(=CC=CC=C1)CCCCN1C(N(C2=C1C=CC=C2)C2CCN(CC2)CCCCC2=CC=CC=C2)=O 1-(4-phenylbutyl)-3-(1-(4-phenylbutyl)piperidin-4-yl)-1H-benzo[d]imidazol-2(3H)-one